BrC1=CC(NC=C1)=O 4-bromo-2-oxopyridin